FC1(CC(CCC1)N(C(CC1(CCN(CC1)CC1=C(C=C(C=C1)C(C)C)F)C(=O)O)=O)C1=CC=CC=C1)F 4-(2-((3,3-difluorocyclohexyl)(phenyl)amino)-2-oxoethyl)-1-(2-fluoro-4-isopropylbenzyl)piperidine-4-carboxylic acid